2-amino-4-(methoxycarbonyl)benzoic acid NC1=C(C(=O)O)C=CC(=C1)C(=O)OC